(R)-N-hydroxy-4-naphthalen-2-yl-3-{5-[(3-phenyl-propionylamino)-methyl]-[1,2,3]triazol-1-yl}-butyramide ONC(C[C@@H](CC1=CC2=CC=CC=C2C=C1)N1N=NC=C1CNC(CCC1=CC=CC=C1)=O)=O